FC(C=1C=C(C=CC1)N=C=S)(F)F 3-trifluoromethylphenyl isothiocyanate